N[C@@H](C)C1=CC(=C(C(=O)OC)C(=C1)F)F methyl (S)-4-(1-aminoethyl)-2,6-difluorobenzoate